2-benzyl-2-(dimethylamino)-4-morpholinobutyrophenone C(C1=CC=CC=C1)C(C(=O)C1=CC=CC=C1)(CCN1CCOCC1)N(C)C